1-(5-{[(5-chlorothiophen-2-yl)methyl]amino}-4-methyl-3-(piperidin-4-yl)-1H-pyrazol-1-yl)-2,2-dimethylpropan-1-one ClC1=CC=C(S1)CNC1=C(C(=NN1C(C(C)(C)C)=O)C1CCNCC1)C